C(C)(=O)OCC=1NC(=C(C(C1C(=O)OCC)C1=C(C(=CC(=C1)F)F)C(F)F)C(=O)OC)CF 3-Ethyl 5-methyl 2-(acetoxymethyl)-4-(2-(difluoromethyl)-3,5-difluorophenyl)-6-(fluoromethyl)-1,4-dihydropyridine-3,5-dicarboxylate